caproyl-methyl-taurine C(CCCCC)(=O)N(CCS(=O)(=O)O)C